CSC1=CN=C(O1)NC1=NC(=C2C=CC=NC2=C1)NC1CC2CCC(C1)N2CCC#N 3-((3-exo)-3-((7-((5-methylthiooxazol-2-yl)amino)-1,6-naphthyridin-5-yl)amino)-8-azabicyclo[3.2.1]octan-8-yl)propionitrile